C(#N)C1=CC(=C(COC2=CC=CC(=N2)C2=CC(=C(CC3=NC4=C(N3[C@@H]3COCC3(C)C)C=C(C=C4F)C(=O)O)C=C2F)F)C(=C1)F)F (S)-2-(4-(6-((4-cyano-2,6-difluorobenzyl)oxy)pyridin-2-yl)-2,5-difluorobenzyl)-1-(4,4-dimethyltetrahydrofuran-3-yl)-4-fluoro-1H-benzo[d]imidazole-6-carboxylic acid